ClC1=C(C=C(C=C1)F)C1NC(C2=C1C(=CC1=C(N(N=C21)C)C2CNCC2)NC(C2=CC(=CC(=C2)F)C(F)(F)F)=O)=O N-[6-(2-chloro-5-fluorophenyl)-2-methyl-8-oxo-3-(tetrahydro-1H-pyrrol-3-yl)-7,8-dihydro-6H-pyrrolo[4,3-g]indazol-5-yl]-5-fluoro-3-(trifluoromethyl)benzamide